FC1=NC=C(C(=O)N(CC2=NC=C(C=C2)C(F)(F)F)C=2C=CC=C3C=CC=NC23)C=C1 6-fluoro-N-(quinolin-8-yl)-N-((5-(trifluoromethyl)pyridin-2-yl)methyl)nicotinamide